ClC1=CC=C(C=C1)[C@H](C)OC=1C=C(C=CC1NS(=O)(=O)CC(F)(F)F)C1=NN(C(=C1C(=O)N)NC1=NC=CN=C1)COCC[Si](C)(C)C 3-{3-[(1S)-1-(4-chlorophenyl)ethoxy]-4-(2,2,2-trifluoroethane-sulfonamido)phenyl}-5-[(pyrazin-2-yl)amino]-1-{[2-(trimethylsilyl)ethoxy]methyl}-1H-pyrazole-4-carboxamide